4-(2-(3,7-di(1H-indazol-4-yl)-10H-phenothiazin-10-yl)ethyl)morpholine N1N=CC2=C(C=CC=C12)C=1C=CC=2N(C3=CC=C(C=C3SC2C1)C1=C2C=NNC2=CC=C1)CCN1CCOCC1